5-(1-bromoethyl)-2-phenylpyridine BrC(C)C=1C=CC(=NC1)C1=CC=CC=C1